CC(CCC1=C(C(=C(C1C)C)C)C)(C)C 1-(3,3-dimethylbutyl)-2,3,4,5-tetramethylcyclopenta-1,3-diene